ClC=1C=NC(=C(C(=O)NC2CCC(CC2)CN2C(N(C3=C2C=CC=C3)C=3C=NC(=CC3C)N3C(CCC3)=O)=O)C1)C(F)F 5-chloro-2-(difluoromethyl)-N-((1r,4r)-4-((3-(4-methyl-6-(2-oxopyrrolidin-1-yl)pyridin-3-yl)-2-oxo-2,3-dihydro-1H-benzo[d]imidazol-1-yl)methyl)cyclohexyl)nicotinamide